FC(S(=O)(=O)OC=1N=CC2=C(C=CC=C2C1)C1=NN(C2=C1CN(CC2)C(C)=O)C)(F)F [8-(5-acetyl-1-methyl-6,7-dihydro-4H-pyrazolo[4,3-c]pyridin-3-yl)-3-isoquinolyl] trifluoromethanesulfonate